FC1(OC2=C(O1)C=CC(=C2)CN2C[C@@H](N(C[C@H]2CC)C=2C1=C(N(C(N2)=O)C)C=CC(=N1)C#N)CC)F 4-((2S,5R)-4-((2,2-difluorobenzo[d][1,3]dioxolan-5-yl)methyl)-2,5-diethylpiperazin-1-yl)-1-methyl-2-oxo-1,2-dihydropyrido[3,2-d]pyrimidine-6-carbonitrile